1-[2-[4-[3-[1-(5-chloropyrimidin-2-yl)-4-piperidinyl]propoxy]-2-fluoro-phenyl]acetyl]-N-[2,3-dihydroxy-2-(hydroxymethyl)propyl]piperidine-4-carboxamide ClC=1C=NC(=NC1)N1CCC(CC1)CCCOC1=CC(=C(C=C1)CC(=O)N1CCC(CC1)C(=O)NCC(CO)(CO)O)F